N-(amino(5-((dimethylamino)methyl)-3-fluorothiophen-2-yl)(oxo)-λ6-sulfaneylidene)-2-(6-(difluoromethyl)-2,4-diisopropylpyridin-3-yl)acetamide NS(=NC(CC=1C(=NC(=CC1C(C)C)C(F)F)C(C)C)=O)(=O)C=1SC(=CC1F)CN(C)C